C[C@@H]1CC2(CN(C2)C(C=C)=O)CCN1 (R)-1-(6-methyl-2,7-diazaspiro[3.5]nonan-2-yl)prop-2-en-1-one